C(C1=CC=CC=C1)OC(C1=C(C=CC(=C1)N1CCN(CC1)C1CC1)C)=O 5-(4-Cyclopropylpiperazin-1-yl)-2-methyl-benzoic acid benzyl ester